2-(chloromethyl)-5-methylpyridine HCl salt Cl.ClCC1=NC=C(C=C1)C